C1(CC1)N1N=CC(=C1)[C@@H]1OCCC(C1)C1=NC=2NC(C(NC2C(=N1)C1CC(C1)C(F)(F)F)C)C 2-[(2R)-2-(1-cyclopropylpyrazol-4-yl)tetrahydropyran-4-yl]-6,7-dimethyl-4-[3-(trifluoromethyl)cyclobutyl]-5,6,7,8-tetrahydropteridine